(3-(2-(8-methoxy-1,3,4,9-tetrahydro-2H-pyrido[3,4-B]indol-2-yl)ethyl)cyclobutyl)-1,1-dimethylurea COC=1C=CC=C2C3=C(NC12)CN(CC3)CCC3CC(C3)NC(N(C)C)=O